Cl.FC1(CC(CC1)CCN)F 2-(3,3-difluorocyclopentyl)ethan-1-ylamine hydrogen chloride